(2S,4r)-1-[(2S)-2-(4-cyclopropyl-triazol-1-yl)-3,3-dimethyl-butyryl]-4-hydroxy-N-[2-(6-methylpyrazin-2-yl)ethyl]pyrrolidine-2-carboxamide C1(CC1)C=1N=NN(C1)[C@H](C(=O)N1[C@@H](C[C@H](C1)O)C(=O)NCCC1=NC(=CN=C1)C)C(C)(C)C